tert-butyl N-cyclopropyl-N-[1-(6-fluoro-2-methyl-pyrazolo[1,5-a]-pyridin-4-yl)-4-piperidyl]carbamate C1(CC1)N(C(OC(C)(C)C)=O)C1CCN(CC1)C=1C=2N(C=C(C1)F)N=C(C2)C